silicic acid (silicate) [Si](O)(O)(O)O.[Si](O)(O)(O)O